1-(4-(3-(6-methoxypyridin-3-yl)-1H-pyrrolo[2,3-b]pyridin-5-yl)benzyl)piperidin-3-yl acetate C(C)(=O)OC1CN(CCC1)CC1=CC=C(C=C1)C=1C=C2C(=NC1)NC=C2C=2C=NC(=CC2)OC